CN(C1=CC(=CC=C1)N)C N,N-dimethyl-meta-phenylenediamine